1-[(2-Isopropyl-5-methyl-phenyl)carbamothioyl]-3-[1-[1-[4-(trifluoromethoxy)phenyl]-1,2,4-triazol-3-yl]-4-piperidyl]urea C(C)(C)C1=C(C=C(C=C1)C)NC(=S)NC(=O)NC1CCN(CC1)C1=NN(C=N1)C1=CC=C(C=C1)OC(F)(F)F